ClC1=C(C=CC=C1)CN1N=C(C=C1C1=C(C=CC=C1)OC)COC(C(=O)O)(C)C 2-([1-[(2-Chlorophenyl)methyl]-5-(2-methoxyphenyl)-1H-pyrazol-3-yl]methoxy)-2-methylpropanoic acid